ethyl (3S)-3-(2-(2,6-dimethylphenyl)pyridin-4-yl)-3-(4-methyl-2-(4-methyl-2-oxopyridin-1(2H)-yl)pentanamido)propanoate CC1=C(C(=CC=C1)C)C1=NC=CC(=C1)[C@H](CC(=O)OCC)NC(C(CC(C)C)N1C(C=C(C=C1)C)=O)=O